CC1=C(C=C(C=N1)N)C#CC=1C=NN(C1)C 6-methyl-5-((1-methyl-1H-pyrazol-4-yl)ethynyl)pyridin-3-amine